2-methoxy-N-(1-methyl-1H-pyrazol-4-yl)-N-(1-methylpiperidin-4-yl)-4-(6-(4-pentanamidothiophen-2-yl)pyrazin-2-yl)benzamide COC1=C(C(=O)N(C2CCN(CC2)C)C=2C=NN(C2)C)C=CC(=C1)C1=NC(=CN=C1)C=1SC=C(C1)NC(CCCC)=O